C(C)C(C(C1=CC=C(C=C1)O)C1=CC=C(C=C1)O)CCCC 4,4'-(2-ethylhexane-1,1-diyl)diphenol